C1=CC=CC=2C3=CC=CC=C3C(C12)COC(=O)N1[C@@H](CC1)/C=C/C(=O)O (S,E)-3-(1-(((9H-fluoren-9-yl)methoxy)carbonyl)azetidin-2-yl)acrylic acid